N,N-diethylaminopropyl-methyldimethoxysilane C(C)N(CC)CCC[Si](OC)(OC)C